(4-(4-amino-7-(cyclopropylmethyl)-7H-pyrrolo[2,3-d]pyrimidin-5-yl)phenyl)carbamic acid tert-butyl ester C(C)(C)(C)OC(NC1=CC=C(C=C1)C1=CN(C=2N=CN=C(C21)N)CC2CC2)=O